C(C=C)(=O)OC1=C(C=C(C=C1CCCCC)CCCCC)C(C)C1=C(C(=CC(=C1)C(C)(C)CC)C(C)(C)CC)O 2-[1-(2-hydroxy-3,5-dit-pentylphenyl)ethyl]4,6-dipentylphenyl acrylate